Methyl 2,6-dimethyl-4-((2R,6S)-6-methylmorpholin-2-yl)benzoate CC1=C(C(=O)OC)C(=CC(=C1)[C@@H]1CNC[C@@H](O1)C)C